C(C=C)NC=1C(C=CC(C1)=O)=O allylaminobenzoquinone